5-propan-2-yloxypyridin-2-amine CC(C)OC=1C=CC(=NC1)N